(3-([1,1'-Biphenyl]-2-ylethynyl)-1H-indazol-5-yl)(5,8-diazaspiro[3.5]nonan-5-yl)methanone C1(=C(C=CC=C1)C#CC1=NNC2=CC=C(C=C12)C(=O)N1C2(CCC2)CNCC1)C1=CC=CC=C1